N-(1H-indol-3-yl)-6-(1H-indol-6-yl)-3,4-dihydroisoquinoline-2(1H)-carboxamide N1C=C(C2=CC=CC=C12)NC(=O)N1CC2=CC=C(C=C2CC1)C1=CC=C2C=CNC2=C1